7-Methoxy-3-methyl-8-(1-methyl-1H-pyrazol-4-yl)-1-(1H-pyrrolo[3,2-c]pyridin-6-yl)-1,3-dihydroimidazo-[4,5-c]quinolin-2-one COC=1C(=CC=2C3=C(C=NC2C1)N(C(N3C3=CC1=C(C=N3)C=CN1)=O)C)C=1C=NN(C1)C